FC=1C(=NC=C(C1)B1OC(C(O1)(C)C)(C)C)C(=O)NCC(F)(F)F 3-Fluoro-5-(4,4,5,5-tetramethyl-1,3,2-dioxaborolan-2-yl)-N-(2,2,2-trifluoroethyl)pyridine-2-carboxamide